C1(=CC=CC=C1)S(=O)(=O)N1C=CC2=CC=CC(=C12)N 1-(phenylsulfonyl)-1H-indol-7-amine